(E)-N-Benzyl-4-(4-(dimethylamino)-N-(1-methyl-1H-indazol-5-yl)but-2-enamido)tetrahydro-2H-pyran-4-carboxamide C(C1=CC=CC=C1)NC(=O)C1(CCOCC1)N(C(\C=C\CN(C)C)=O)C=1C=C2C=NN(C2=CC1)C